N[C@@]1([C@H](CN(CC1)C1=NN2C(S1)=NC=C2C2=C(C=C(C=C2)C)OC)O)C (3S,4S)-4-amino-1-(5-(2-methoxy-4-methylphenyl)imidazo[2,1-b][1,3,4]thiadiazol-2-yl)-4-methylpiperidin-3-ol